N-tert-butoxycarbonyl-(R)-silaproline C(C)(C)(C)OC(=O)N1[Si@H](CCC1)C(=O)O